S(=O)(=O)(O)C(C(=O)OCC(CCCC)CC)CC(=O)[O-].[Na+] sodium (2-ethyl-1-hexyl) sulfosuccinate